C(C)(SC[C@@H](CO[Si](C)(C)C(C)(C)C)NC1=C(C=C(C=C1[N+](=O)[O-])S(N)(=O)=O)Br)=O (R)-S-(2-((2-bromo-6-nitro-4-sulfamoylphenyl)amino)-3-((tert-butyldimethylsilyl)oxy)propyl) ethanethioate